C(C)(C)(C)OC(=O)N1CCC(CC1)OC1=NC(=NC=C1)C(C)OS(=O)(=O)C.IC1=C(N)C=CC(=C1)OC(C)C 2-iodo-4-isopropoxyaniline tert-Butyl-4-((2-(1-((methylsulfonyl)oxy)ethyl)pyrimidin-4-yl)oxy)piperidine-1-carboxylate